C[Si](CCOCN1C(=NC2=C1C=C(C=C2)C=C)CNC(OCC2=CC=CC=C2)=O)(C)C benzyl [(1-{[2-(trimethylsilyl)ethoxy]methyl}-6-vinyl-1H-benzimidazol-2-yl)methyl]carbamate